C(C)(=O)OCCCCCC\C=C\CCC=CCCCC E-7,11-hexadecadienyl acetate